C(C1=CC=CC=C1)OC([C@@H](N)CCC(F)(F)F)=O.C1(CC2C(CC1)O2)CC[Si](OC)(OC)C 2-(3,4-epoxycyclohexyl)ethylmethyl-dimethoxysilane Benzyl-5,5,5-trifluoro-L-norvalinate